C(C)(=O)N1C[C@@H](CC1)N1N=CC(=C1)C=1C=C(C=2N(C1)N=CC2C#N)SC2=C(C=CC=C2)C#N (R)-6-(1-(1-acetylpyrrolidin-3-yl)-1H-pyrazol-4-yl)-4-((2-cyanophenyl)thio)pyrazolo[1,5-a]pyridine-3-carbonitrile